ClC=1C(=NC=CC1C1=NC(=C(C=C1)CNC[C@@H]1NC(CC1)=O)OC)C=1C(=C(C=CC1)NC(C1=NC=C(C(=C1)CN1CC(C1)COC)OC)=O)C (R)-N-(3-(3'-chloro-6-methoxy-5-((((5-oxopyrrolidin-2-yl)methyl)amino)methyl)-[2,4'-bipyridin]-2'-yl)-2-methylphenyl)-5-methoxy-4-((3-(methoxymethyl)azetidin-1-yl)methyl)picolinamide